C(=O)(OCC1C2=CC=CC=C2C2=CC=CC=C12)NCCO 2-(Fmoc-amino)ethanol